OC1CC(N(C1)C)CN1CC2=CC=C3C(=C2CC1)C=C(N3)C=O {7-[(4-hydroxy-1-methyltetrahydro-1H-pyrrol-2-yl)methyl]-6,7,8,9-tetrahydro-3H-pyrrolo[3,2-f]isoquinolin-2-yl}methanone